C(C1=CC=CC=C1)OCCN1C(C[C@@H](C1)O[Si](C1=CC=CC=C1)(C1=CC=CC=C1)C(C)(C)C)=O (4S)-1-(2-benzyloxyethyl)-4-[tert-butyl(diphenyl)silyl]oxy-pyrrolidin-2-one